ClC1=NC=C(C(=N1)C1=CC(=NC=C1)N1C(C=CC=C1)=O)F 4'-(2-chloro-5-fluoropyrimidin-4-yl)-2H-[1,2'-bipyridin]-2-one